C(C)(C)NC(=O)C=1C=NC2=C(C=C(C=C2C1)OC)C1=CCC(CC1)C(F)(F)F N-isopropyl-6-methoxy-8-(4-(trifluoromethyl)cyclohex-1-en-1-yl)quinoline-3-carboxamide